[Cl-].CC1=C(C(=CC(=C1)C)C)N1C(=[N+](C=C1)C1=C(C=C(C=C1C)C)C)I 1,3-bis-(2,4,6-trimethylphenyl)-2-iodoimidazolium chloride